2-[2-methoxy-6-methyl-4-(trifluoromethyl)phenyl]-4,4,5,5-tetramethyl-1,3,2-dioxaborolan COC1=C(C(=CC(=C1)C(F)(F)F)C)B1OC(C(O1)(C)C)(C)C